1-(4-(4-Amino-7-isopropyl-7H-pyrrolo[2,3-d]pyrimidin-5-yl)phenyl)-3-(4-(perfluoropropyl)phenyl)urea 2,2,2-trifluoroacetate FC(C(=O)O)(F)F.NC=1C2=C(N=CN1)N(C=C2C2=CC=C(C=C2)NC(=O)NC2=CC=C(C=C2)C(C(C(F)(F)F)(F)F)(F)F)C(C)C